S1CN=CC2=C1C1=CC=CC=C1C=C2 2H-naphtho[2,1-e][1,3]thiazine